2-[5-(3-amino-pyrrolidin-1-yl)-pyridin-2-ylamino]-8-cyclopentyl-6-ethyl-8H-pyrido[2,3-d]Pyrimidin-7-one NC1CN(CC1)C=1C=CC(=NC1)NC=1N=CC2=C(N1)N(C(C(=C2)CC)=O)C2CCCC2